FC(C=1N=C2N(N=C(C(=C2C)C)N2CC=3C=C(C=NC3CC2)C2=CN=NC=C2)C(C1)=O)F 2-(difluoromethyl)-8,9-dimethyl-7-(3-(pyridazin-4-yl)-7,8-dihydro-1,6-naphthyridin-6(5H)-yl)-4H-pyrimido[1,2-b]pyridazin-4-one